N1CC(C1)C1=CC=2C(=NC=C(C2C2CCN(CC2)C(=O)C2=C(N)C=C(C=C2)OC(F)(F)F)F)N1 2-{4-[2-(azetidin-3-yl)-5-fluoro-1H-pyrrolo[2,3-b]pyridin-4-yl]piperidine-1-carbonyl}-5-(trifluoromethoxy)aniline